O1C(=NC2=C1C=CC=C2)C(C)SC=2NC(C1=C(N2)N(N=C1)C1=CC=CC=C1)=O 6-((1-(Benzo[d]oxazol-2-yl)ethyl)thio)-1-phenyl-1,5-dihydro-4H-pyrazolo[3,4-d]pyrimidin-4-on